ClC1=C(C(=O)NS(N(C(C)C)C)(=O)=O)C=C(C(=C1)F)N1C(N(C(=CC1=O)C(F)(F)F)C)=O 2-chloro-4-fluoro-5-[3-methyl-2,6-dioxo-4-(trifluoromethyl)-3,6-dihydropyrimidin-1(2H)-yl]-N-[methyl(1-methylethyl)-sulfamoyl]benzamide